CC=1C=C(C=C(C1)C1=CC=C(C=C1)OS(=O)(=O)C(F)(F)F)C(=O)OC methyl 5-methyl-4'-(((trifluoromethyl)sulfonyl)oxy)-[1,1'-Biphenyl]-3-carboxylate